N-(1,1'-biphenyl-4-yl)-N-[4-(9-phenyl-9H-carbazol-3-yl)phenyl]-9H-fluoren-2-amine C1(=CC=C(C=C1)N(C1=CC=2CC3=CC=CC=C3C2C=C1)C1=CC=C(C=C1)C=1C=CC=2N(C3=CC=CC=C3C2C1)C1=CC=CC=C1)C1=CC=CC=C1